Tert-Butyl 4-(3-cyano-2H-chromen-7-yl)piperazine-1-carboxylate C(#N)C=1COC2=CC(=CC=C2C1)N1CCN(CC1)C(=O)OC(C)(C)C